8-[(2s,5r)-4-(diphenylmethyl)-2,5-dimethylpiperazin-1-yl]-5-methyl-6-oxo-5,6-dihydro-1,5-naphthyridine-2-carbonitrile C1(=CC=CC=C1)C(N1C[C@@H](N(C[C@H]1C)C1=CC(N(C=2C=CC(=NC12)C#N)C)=O)C)C1=CC=CC=C1